OCC1=NN(C2=C1CN(CC2)C(=O)OC(C)(C)C)C2=C(C=C(C=C2)C(C)C)C tert-butyl 3-(hydroxymethyl)-1-(4-isopropyl-2-methylphenyl)-1,4,6,7-tetrahydro-5H-pyrazolo[4,3-c]pyridine-5-carboxylate